7-ethynylindolin-2-one C(#C)C=1C=CC=C2CC(NC12)=O